(R)-1-(5-aminopyrazin-2-yl)pyrrolidin-3-ol NC=1N=CC(=NC1)N1C[C@@H](CC1)O